4-Methyltetrahydrofuran-3-yl (8-amino-7-cyano-6-(8-methyl-2,3-dihydro-1H-pyrido[2,3-b][1,4]oxazin-7-yl)isoquinolin-3-yl)carbamate NC=1C(=C(C=C2C=C(N=CC12)NC(OC1COCC1C)=O)C1=C(C2=C(OCCN2)N=C1)C)C#N